Diethyl-4-Acryloyloxy-Butyl Phosphate P(=O)(OCCCC(OC(C=C)=O)(CC)CC)([O-])[O-]